heptadec-1-yl stearate C(CCCCCCCCCCCCCCCCC)(=O)OCCCCCCCCCCCCCCCCC